CN1C=NC=C1C(=O)ON=CC1=CC(=C(C=C1)F)F 3,4-Difluorobenzaldehyde-O-(1-methyl-1H-imidazole-5-carbonyl) oxime